CC=1C(NC=NC1C=1C=NNC1)=O 5-methyl-6-(1H-pyrazol-4-yl)-3H-pyrimidin-4-one